6-(2-((R)-2-(2-isopropylphenyl)pyrrolidin-1-yl)-7-azaspiro[3.5]nonan-7-yl)nicotinamide C(C)(C)C1=C(C=CC=C1)[C@@H]1N(CCC1)C1CC2(C1)CCN(CC2)C2=NC=C(C(=O)N)C=C2